OC(CCCCCCCCC(=O)OC(CO)CO)CCCCCC 1,3-dihydroxypropan-2-yl 10-hydroxyhexadecanoate